ethyl-2-methylpyrimidine C(C)C1=NC(=NC=C1)C